Diisostearyl Adipate C(CCCCC(=O)OCCCCCCCCCCCCCCCC(C)C)(=O)OCCCCCCCCCCCCCCCC(C)C